tert-butyl N-methyl-N-[(3S)-3-piperidyl]carbamate CN(C(OC(C)(C)C)=O)[C@@H]1CNCCC1